(trans-2-hydroxycyclopentyl)-5-methyl-6-((2'-methyl-2,4'-bipyridin-5-yl)methyl)isoindolin-1-one O[C@H]1[C@@H](CCC1)N1C(C2=CC(=C(C=C2C1)C)CC=1C=CC(=NC1)C1=CC(=NC=C1)C)=O